O-Methylanisole CC1=CC=CC=C1OC